ClC1=NC=CC(=C1)NC=1C(=NC(=C(N1)NC1CCOCC1)CC)C(=O)N 3-((2-Chloropyridin-4-yl)amino)-6-ethyl-5-((tetrahydro-2H-pyran-4-yl)amino)pyrazine-2-carboxamide